n-octyl-trimethyl-ammonium hypobromite Br[O-].C(CCCCCCC)[N+](C)(C)C